(3-(3-(2-aminoethyl)-1H-pyrazol-1-yl)cyclobutyl)methanol NCCC1=NN(C=C1)C1CC(C1)CO